C(C(=C)C)(=O)NCCC[N+](CCS(=O)(=O)[O-])(C)C 2-((3-methacrylamidopropyl)dimethylammonio)ethane-1-sulphonate